(R)-((2S)-1-methyl-2-azetidinyl)(6-(2-methyl-2H-pyrazolo[3,4-b]pyridin-5-yl)thieno[2,3-b]pyridin-2-yl)methanol CN1[C@@H](CC1)[C@@H](O)C1=CC=2C(=NC(=CC2)C2=CC=3C(N=C2)=NN(C3)C)S1